FC1=C(C=CC(=C1)F)N1N=C(C(C1(C(=O)NCC(=O)N1CCOCC1)C)C=1SC=CC1)C1=CC=C(C=C1)F 1-(2,4-difluorophenyl)-3-(4-fluorophenyl)-5-methyl-N-(2-morpholinyl-2-oxoethyl)-4-(thiophen-2-yl)-4,5-dihydro-1H-pyrazole-5-carboxamide